ClC1=CC(=CC(=N1)[C@H](CC(=O)[O-])NC(C(CC(C)C)N1C(C=C(C(=C1)CCN(C)C)C(F)(F)F)=O)=O)C1=C(C=CC=C1C)C#N (3S)-3-(6-chloro-4-(2-cyano-6-methylphenyl)pyridin-2-yl)-3-(2-(5-(2-(dimethylamino)ethyl)-2-oxo-4-(trifluoromethyl)pyridin-1(2H)-yl)-4-methylpentanamido)propanoate